monoglyceryl monolaurate C(CCCCCCCCCCC)(=O)OCC(O)CO